(S,Z)-(4-(2,3-dihydro-1H-inden-4-yl)phenyl)(2-(hydroxymethyl)-4-(methoxyimino)pyrrolidin-1-yl)methanone C1CCC2=C(C=CC=C12)C1=CC=C(C=C1)C(=O)N1[C@@H](C/C(/C1)=N/OC)CO